C(C)(C)(C)C1=CN=C(N1COCC[Si](C)(C)C)C(=O)N[C@@H]1CN(CC[C@H]1C1=CC(=CC=C1)Cl)C(=O)C=1C=2N(C=CC1)C=NC2 5-(tert-butyl)-N-((3S,4S)-4-(3-chlorophenyl)-1-(imidazo[1,5-a]pyridine-8-carbonyl)piperidin-3-yl)-1-((2-(trimethylsilyl)ethoxy)methyl)-1H-imidazole-2-carboxamide